1-Tert-butyl N-(cyclopropylmethyl)-N-[4-[4-[[3-(difluoromethyl)-1-[4-(1-hydroxyethyl)cyclohexyl]pyrazol-4-yl]carbamoyl]oxazol-2-yl]-2-pyridyl]carbamate C1(CC1)CN(C(OC(C)(C)C)=O)C1=NC=CC(=C1)C=1OC=C(N1)C(NC=1C(=NN(C1)C1CCC(CC1)C(C)O)C(F)F)=O